NCCCCCCCCSC1=C2C(N(C(C2=CC=C1)=O)C1C(NC(CC1)=O)=O)=O 4-((8-Aminooctyl)thio)-2-(2,6-dioxopiperidin-3-yl)isoindoline-1,3-dione